2,6-DIAMINO-1,4-DIHYDRO-4-OXO-5-PYRIMIDINECARBOXALDEHYDE NC=1NC(=C(C(N1)=O)C=O)N